C(#N)C1=C(C=CC=2NC3=CC=C(C=C3C12)C1=CC=C(C=C1)C#N)C1=CC=C(C=C1)C#N 4-cyano-3,6-bis(4-cyanophenyl)-9H-carbazole